2-({2-[4-(2-hydroxyethoxy)pyridin-2-yl]-5H,6H,7H-cyclopenta[d]pyrimidin-4-yl}(methyl)amino)-1-{5-methoxy-1H,2H,3H-pyrrolo[2,3-c]pyridin-1-yl}ethan-1-one OCCOC1=CC(=NC=C1)C=1N=C(C2=C(N1)CCC2)N(CC(=O)N2CCC=1C2=CN=C(C1)OC)C